ClC=1C=CC(=NC1)COC1=CC=CC(=N1)C1=CCC(CC1)CCO 2-(4-(6-((5-Chloropyridin-2-yl)methoxy)pyridin-2-yl)cyclohex-3-en-1-yl)ethan-1-ol